O[C@H](CO)C1=NC(=CC(=C1)N[C@H](C(=O)N)C)C1=CC=C(C=C1)OC1=CC=C(C=C1)F (S)-2-((2-((S)-1,2-dihydroxyethyl)-6-(4-(4-fluorophenoxy)phenyl)pyridin-4-yl)amino)propanamide